NC1=NC(=NC=C1C(=O)OCC)N1CCN(CC1)C1=NC2=CC=CC=C2C=C1 ethyl 4-amino-2-(4-(quinolin-2-yl)piperazin-1-yl)pyrimidine-5-carboxylate